CC(COC1=C(C=CC=C1)O)=C o-(2-methylallyloxy)phenol